1H-imidazolo[1,2-a]imidazole N1C=2N(C=C1)C=CN2